[N](F)F cis-nitrogen difluoride